methyl 1-[(4S)-2-[[2-chloro-3-(4,4,5,5-tetramethyl-1,3,2-dioxaborolan-2-yl)phenyl]carbamoyl]-4,5,6,7-tetrahydropyrazolo[1,5-a]pyridin-4-yl]azetidine-3-carboxylate ClC1=C(C=CC=C1B1OC(C(O1)(C)C)(C)C)NC(=O)C1=NN2C([C@H](CCC2)N2CC(C2)C(=O)OC)=C1